OC1=C(C=O)C=CC(=C1)C=1C(=NC(=NC1)NC1=C(C=C(C=C1)N1CCC(CC1)N1CCN(CC1)C)OC)NC1=CC=CC=C1 2-hydroxy-4-[2-({2-methoxy-4-[4-(4-methylpiperazin-1-yl)piperidin-1-yl]phenyl}amino)-4-(phenylamino)pyrimidin-5-yl]benzaldehyde